CC1=CC=C(C=C1)S(=O)(=O)O.F[C@H]1[C@H](NC1)CNS(=O)(=O)CC N-(((2R,3R)-3-fluoroazetidin-2-yl)methyl)ethanesulfonamide 4-methylbenzenesulfonate